C(C)(C)(C)N1N=C(C=C1C1CC(C1)CO[Si](C1=CC=CC=C1)(C1=CC=CC=C1)C(C)(C)C)NC(CC1=CC(=NO1)C)=O N-(1-(tert-butyl)-5-(3-(((tert-butyldiphenylsilyl)oxy)methyl)cyclobutyl)-1H-pyrazol-3-yl)-2-(3-methylisoxazol-5-yl)acetamide